BrC1=C(C=C2C=NN(C2=C1)CC1CCN(CC1)C)F 6-bromo-5-fluoro-1-[(1-methylpiperidin-4-yl)methyl]indazole